4-amino-1-methyl-N-(5-oxo-4-oxa-6-azaspiro[2.4]heptan-6-yl)-N-[[5-(trifluoromethyl)-2-pyridyl]methyl]pyrazolo[4,3-c]quinoline-8-carboxamide NC1=NC=2C=CC(=CC2C2=C1C=NN2C)C(=O)N(CC2=NC=C(C=C2)C(F)(F)F)N2C(OC1(CC1)C2)=O